COCC1[C@H]2CN(C[C@@H]12)C(=O)OC(C)(C)C Tert-butyl (1R,5S,6S)-6-(methoxymethyl)-3-azabicyclo[3.1.0]hexane-3-carboxylate